4-[[3-[4-[2-[4-[[1-[3-amino-5-[3-(2,2-difluoroethyl)phenyl]pyridine-2-carbonyl]-4-piperidyl]oxy]-1-piperidyl]acetyl]piperazine-1-carbonyl]-4-fluoro-phenyl]methyl]-2H-phthalazin-1-one NC=1C(=NC=C(C1)C1=CC(=CC=C1)CC(F)F)C(=O)N1CCC(CC1)OC1CCN(CC1)CC(=O)N1CCN(CC1)C(=O)C=1C=C(C=CC1F)CC1=NNC(C2=CC=CC=C12)=O